bicyclo[1.1.0]butane-1-yl-(morpholinyl)methanone C12(CC2C1)C(=O)N1CCOCC1